COC(CCCCOCC1CCNCC1)OC 4-{[(5,5-dimethoxypentyl)oxy]methyl}piperidine